(3r,5r,7r)-N-(2-hydroxy-5-(trifluoromethyl)pyridin-3-yl)adamantane-1-carboxamide sodium citrullinate N[C@@H](CCCNC(=O)N)C(=O)[O-].[Na+].OC1=NC=C(C=C1NC(=O)C12CC3CC(CC(C1)C3)C2)C(F)(F)F